3-(2-((5-bromopyridin-2-yl)methoxy)ethyl)-3-azabicyclo[3.1.0]hexane BrC=1C=CC(=NC1)COCCN1CC2CC2C1